ClC1=C(C=CC=2C3=C(NC12)CCN(C3C)C(=O)C3=NC=CC(=N3)OCCOC)Cl (6,7-dichloro-1-methyl-1,3,4,5-tetrahydro-2H-pyrido[4,3-b]indol-2-yl)(4-(2-methoxyethoxy)pyrimidin-2-yl)methanone